3-(2,6-bis(benzyloxy)pyridin-3-yl)-6-bromobenzo[d]Oxazol-2(3H)-one C(C1=CC=CC=C1)OC1=NC(=CC=C1N1C(OC2=C1C=CC(=C2)Br)=O)OCC2=CC=CC=C2